CC1(OB(OC1(C)C)[C@@H]1[C@H](C1)C1=CC(=C(C#N)C=C1)OC(F)(F)F)C 4-((1S,2S)-2-(4,4,5,5-tetramethyl-1,3,2-dioxaborolan-2-yl)cyclopropyl)-2-(trifluoromethoxy)benzonitrile